COC(CC=1C=C2C=C(NC2=C(C1)[N+](=O)[O-])C1=CC=CC=C1)=O.COC1=CC=C(NC2=CC=C(C=C2)OC=C)C=C1 4-Methoxy-N-[4-(vinyloxy)phenyl]aniline Methyl-2-(7-nitro-2-phenyl-1H-indol-5-yl)acetate